ClC=1C=C(C=C(C1)Cl)C1=NC(=CC(=C1)CN1CCC(CC1)CNC(=O)NC)OC=1C=NC(=NC1)N1CCN(CC1)C(C)CCO 1-((1-((2-(3,5-dichloro-phenyl)-6-((2-(4-(4-hydroxybutan-2-yl)piperazin-1-yl)pyrimidin-5-yl)oxy)pyridin-4-yl)methyl)piperidin-4-yl)methyl)-3-methylurea